N(N)(C(=O)N)C(=O)N hydrazonodicarboxamide